(S)-1-(2-chloro-6-fluorobenzyl)-N-(2-fluoro-3-methoxybenzyl)-3,4-dimethyl-2-oxo-1,2,3,4-tetrahydro-quinazoline-7-carboxamide ClC1=C(CN2C(N([C@H](C3=CC=C(C=C23)C(=O)NCC2=C(C(=CC=C2)OC)F)C)C)=O)C(=CC=C1)F